O1[C@H](COCC1)COC1=NN=C(S1)NC(=O)C=1C=NC(=CC1C1=C(C(=NC=C1OC)C)F)C N-(5-(((R)-1,4-dioxan-2-yl)methoxy)-1,3,4-thiadiazol-2-yl)-3'-fluoro-5'-methoxy-2',6-dimethyl-(4,4'-bipyridine)-3-carboxamide